2-(4,4-difluoropiperidin-1-yl)-6-methoxy-N-(pyridin-4-ylmethyl)-7-(3-(pyrrolidin-1-yl)propoxy)quinazolin-4-amine FC1(CCN(CC1)C1=NC2=CC(=C(C=C2C(=N1)NCC1=CC=NC=C1)OC)OCCCN1CCCC1)F